FC1=CC2=C(C=3NC4=C(C=C(C=C4C3[C@@H](C2)CC(=O)O)F)F)C=C1 [(6S)-3,8,10-trifluoro-5H,6H,11H-benzo[a]carbazol-6-yl]acetic acid